methyl-(1S,3S,6S)-bicyclo[4.1.0]hept-3-yl-amide C[N-][C@@H]1C[C@@H]2C[C@@H]2CC1